N1C(=NC2=C1C=CC=C2)NCC2=C(C=CC(=C2)F)OCOC 1H-benzimidazol-2-yl-[5-fluoro-2-(methoxymethoxy)phenyl]Methylamine